C(=C)C1=C2C(=NC(=C1)C(=O)OC)SC=C2 methyl 4-vinylthieno[2,3-b]pyridine-6-carboxylate